3-(5-Amino-3-pyridyl)-N-ethyl-6-fluoro-4-[3-(trifluoromethyl)pyrazol-1-yl]-9H-pyrido[2,3-b]indol-8-amine NC=1C=C(C=NC1)C1=C(C2=C(NC3=C(C=C(C=C23)F)NCC)N=C1)N1N=C(C=C1)C(F)(F)F